ClC1=C(C=C(NCC(=O)O)C=C1)F 2-(4-chloro-3-fluoro-anilino)acetic acid